FC1(C(C=2C(=CN(C2CC1)C1=CC(=C(C=C1)F)CO)C(F)(F)F)O)F 5,5-Difluoro-1-(4-fluoro-3-(hydroxymethyl)phenyl)-3-(trifluoromethyl)-4,5,6,7-tetrahydro-1H-indol-4-ol